(7S)-7-(4-Fluorophenyl)-N4-methyl-N2-[3-(4-methylimidazol-1-yl)-1-bicyclo[1.1.1]pentanyl]-6,7-dihydro-5H-cyclopenta[d]pyrimidin-2,4-diamin FC1=CC=C(C=C1)[C@@H]1CCC2=C1N=C(N=C2NC)NC21CC(C2)(C1)N1C=NC(=C1)C